((7R)-7-amino-2-azabicyclo[2.2.1]hept-2-yl)(2-(1-(cyclopropylmethyl)-6-(3-fluoro-4-hydroxyphenyl)-1H-indol-2-yl)-3-methylbenzofuran-6-yl)methanone N[C@H]1C2N(CC1CC2)C(=O)C2=CC1=C(C(=C(O1)C=1N(C3=CC(=CC=C3C1)C1=CC(=C(C=C1)O)F)CC1CC1)C)C=C2